di(gamma-trimethylsilylpropyl)amine C[Si](CCCNCCC[Si](C)(C)C)(C)C